6-[8-[[8-fluoro-2-[(2-methoxyethylamino)methyl]-3,5,6,7-tetrahydrocyclopenta[f]benzimidazol-6-yl]methyl]-2-oxo-1-oxa-3,8-diazaspiro[4.5]decan-3-yl]-4H-pyrazino[2,3-b][1,4]oxazin-3-one FC1=C2C(=CC3=C1N=C(N3)CNCCOC)CC(C2)CN2CCC3(CN(C(O3)=O)C3=NC1=C(OCC(N1)=O)N=C3)CC2